triazole dimercaptoamine salt SNS.N1N=NC=C1